The molecule is a 3-oxo-fatty acyl-CoA(4-) arising from deprotonation of the phosphate and diphosphate functions of (13Z,16Z,19Z,22Z,25Z)-3-oxooctacosapentaenoyl-CoA. It is a 3-oxo-fatty acyl-CoA(4-), an 11,12-saturated fatty acyl-CoA(4-) and an ultra-long-chain 3-oxoacyl-CoA(4-). It is a conjugate base of a (13Z,16Z,19Z,22Z,25Z)-3-oxooctacosapentaenoyl-CoA. CC/C=C\\C/C=C\\C/C=C\\C/C=C\\C/C=C\\CCCCCCCCCC(=O)CC(=O)SCCNC(=O)CCNC(=O)[C@@H](C(C)(C)COP(=O)([O-])OP(=O)([O-])OC[C@@H]1[C@H]([C@H]([C@@H](O1)N2C=NC3=C(N=CN=C32)N)O)OP(=O)([O-])[O-])O